C(C)/C(/CCC(CCO)C)=C/C (Z)-6-ethyl-3-methyloct-6-en-1-ol